C(=O)(OC(C)(C)C)NC1=CC=C(C=C1)CCS(=O)(=O)N(C)C 2-(4-(N-Boc-amino)phenyl)-N,N-dimethylaminosulfonylethane